C(#N)C1=CC(=C(C(=O)OC)C=C1F)OC methyl 4-cyano-5-fluoro-2-methoxybenzoate